C1=NC=CC2=C(C=CC=C12)C=1C(NC=C(C1)NC1=CC=CC=C1)=O 3-(isoquinolin-5-yl)-5-(phenylamino)pyridin-2(1H)-one